(S)-N-(3-cyano-4-fluorophenyl)-1-(5-(pyridin-3-yl)-1H-pyrrole-2-carbonyl)pyrrolidine-3-carboxamide C(#N)C=1C=C(C=CC1F)NC(=O)[C@@H]1CN(CC1)C(=O)C=1NC(=CC1)C=1C=NC=CC1